C1(CCC1)C(C)(C#C)O 2-cyclobutylbut-3-yn-2-ol